C(C)(C)N1C(=NC2=C1C=CC(=C2)C)\C=C(\C2=CC=C(C=C2)OC)/OC(C2=CC=C(C=C2)OC)=O (Z)-2-(1-isopropyl-5-methyl-1H-benzo[d]imidazol-2-yl)-1-(4-methoxy-phenyl)vinyl-4-methoxybenzoate